2α,3α-dihydroxy-5α-cholestan-6-one O[C@H]1[C@H](C[C@@H]2C(C[C@H]3[C@@H]4CC[C@H]([C@@H](CCCC(C)C)C)[C@]4(CC[C@@H]3[C@]2(C1)C)C)=O)O